FC1=CC=C(C(=O)C=2N(C(=CN2)C(=O)O)COCC[Si](C)(C)C)C=C1 2-(4-Fluorobenzoyl)-1-((2-(trimethylsilyl)ethoxy)methyl)-1H-imidazole-5-carboxylic acid